[Co].[Ni].[Cu]=S copper sulfide nickel cobalt